tert-butyl (2-(3-(difluoromethyl)-5-(3-(1-(o-tolyl)cyclopropyl)-1,2,4-oxadiazol-5-yl)-1H-pyrazol-1-yl)ethyl)(methyl)carbamate FC(C1=NN(C(=C1)C1=NC(=NO1)C1(CC1)C1=C(C=CC=C1)C)CCN(C(OC(C)(C)C)=O)C)F